Mercury Water O.[Hg]